5-cyclopropylpyrazole-1-carboxylate C1(CC1)C1=CC=NN1C(=O)[O-]